C(C1=CC=CC=C1)OCCCC benzyloxybutane